COCC(C)NC1CCC(CC1)NC(N)=O 3-((1r,4r)-4-((1-methoxypropan-2-yl)amino)cyclohexyl)urea